C1(CC1)N1C(N(C=2C(C1=O)=C(N(C(C2C)=O)C)NC2=C(C=C(C=C2)I)F)C=2C=C(C=CC2)N[S@@](=O)C)=O (S)-N-[3-[3-Cyclopropyl-5-(2-fluoro-4-iodo-anilino)-6,8-dimethyl-2,4,7-trioxo-pyrido[4,3-d]pyrimidin-1-yl]phenyl]methanesulfinamide